N,N-di(3-triethoxysilylpropyl)urea C(C)O[Si](CCCN(C(=O)N)CCC[Si](OCC)(OCC)OCC)(OCC)OCC